N-[4-(difluoromethoxy)-2,5-difluorophenyl]-5-(1,3-thiazol-5-yl)-1H-pyrrole-3-sulfonamide FC(OC1=CC(=C(C=C1F)NS(=O)(=O)C1=CNC(=C1)C1=CN=CS1)F)F